(R)-N-(2,7-dimethylimidazo[1,2-a]pyridin-6-yl)-4-(3-methylpiperazin-1-yl)-2,3-dihydro-1H-pyrrolo[2,3-b]pyridine-1-carboxamide hydrochloride Cl.CC=1N=C2N(C=C(C(=C2)C)NC(=O)N2CCC=3C2=NC=CC3N3C[C@H](NCC3)C)C1